N-(6-amino-5-methyl-3-pyridyl)-2-[(2S,5R)-2-(2-hydroxyspiro[3.3]heptan-6-yl)-5-methyl-1-piperidyl]-2-oxo-acetamide NC1=C(C=C(C=N1)NC(C(=O)N1[C@@H](CC[C@H](C1)C)C1CC2(CC(C2)O)C1)=O)C